BrC=1C(=NC=CC1OC)OC bromo-2,4-dimethoxypyridine